butyl (4-(2,2,2-trifluoro-1-hydroxyethyl)phenyl)carbamate FC(C(O)C1=CC=C(C=C1)NC(OCCCC)=O)(F)F